β-adenosine C1=NC(=C2C(=N1)N(C=N2)[C@H]3[C@@H]([C@@H]([C@H](O3)CO)O)O)N